BrC1CN(CC1)C=O 3-bromopyrrolidinealdehyde